[Bi].[Zn].[Pb] lead-zinc-bismuth